P(=O)(O)(O)[O-].C(CCCCCCCCCCCCCCCCC)(=O)NCCC[N+](CCO)(C)C stearamidopropyldimethyl-(β-hydroxyethyl)ammonium dihydrogen-phosphate